4-(3-((5-cyclopropyl-2-((1-(1-methylpiperidin-4-yl)-1H-pyrazol-4-yl)amino)pyrimidin-4-yl)amino)propyl)-1,4-oxazepan-5-one C1(CC1)C=1C(=NC(=NC1)NC=1C=NN(C1)C1CCN(CC1)C)NCCCN1CCOCCC1=O